C(#N)CCC(CCC(=O)[O-])C(=O)[O-] 4-(2-cyanoethyl)pentanedioate